cyclopropane-1,1-dicarboxylic acid (4-fluoro-phenyl)-amide (4-hydroxy-phenyl)-amide OC1=CC=C(C=C1)NC(=O)C1(CC1)C(=O)NC1=CC=C(C=C1)F